FC1=CC2=C(C(N(CCNC3=C4N=C(N(C2)C)C=CN4N=C3)C)=O)C=C1 11-fluoro-7,14-dimethyl-4,5,6,7,13,14-hexahydro-8H-1,15-ethenopyrazolo[3,4-e][2,4,7,10]benzotetraazacyclotridecin-8-one